2-[3-chloro-5-(trifluoromethyl)pyridin-2-yl]-2-(cyano)acetic acid methyl ester COC(C(C#N)C1=NC=C(C=C1Cl)C(F)(F)F)=O